2-bromoethyl (tert-butyldimethylsilyl) ether [Si](C)(C)(C(C)(C)C)OCCBr